FOC1=C2C(=CNC2=CC=C1)CCC(CCCC)CC [3-(3-Ethylheptyl)-1H-indol-4-yl] hypofluorite